tert-butyl 3-(5-bromo-1-cyano-2,3-dihydro-1H-inden-1-yl)propanoate BrC=1C=C2CCC(C2=CC1)(C#N)CCC(=O)OC(C)(C)C